N-(4-(((6-chloro-3,5-dicyano-4-ethoxypyridin-2-yl)thio)methyl)benzyl)acetamide ClC1=C(C(=C(C(=N1)SCC1=CC=C(CNC(C)=O)C=C1)C#N)OCC)C#N